ClC1=NN(C=C1C1=NC=CC(=N1)NC=1N=CC2=C(C=CC(=C2C1)C(C)C)N1CC(C1)NS(=O)(=O)C)C N-(1-(3-((2-(3-chloro-1-methyl-1H-pyrazol-4-yl)pyrimidin-4-yl)amino)-5-isopropylisoquinolin-8-yl)azetidin-3-yl)methanesulfonamide